2-(5-{2-[(2,3-dihydro-1H-inden-2-yl)amino]pyrimidin-5-yl}-1,3,4-oxadiazol-2-yl)-1-{1H,4H,5H,6H,7H-pyrazolo[4,3-b]pyridin-4-yl}ethan-1-one C1C(CC2=CC=CC=C12)NC1=NC=C(C=N1)C1=NN=C(O1)CC(=O)N1C2=C(CCC1)NN=C2